1,3-bis({[1-(3,4-dimethylphenyl)-1H-1,2,3,4-tetrazol-5-yl]methyl})urea CC=1C=C(C=CC1C)N1N=NN=C1CNC(=O)NCC1=NN=NN1C1=CC(=C(C=C1)C)C